prop-2-en-1-yl 3-(5-[(5-chlorothiophen-2-yl)methyl]amino-1-(2,2-dimethylpropanoyl)-1H-pyrazol-3-yl)-8-azabicyclo[3.2.1]octane-8-carboxylate ClC1=CC=C(S1)CNC1=CC(=NN1C(C(C)(C)C)=O)C1CC2CCC(C1)N2C(=O)OCC=C